Cl.CN1CCN(CC1)C=1N=C(C2=C(C=NNC2=O)N1)NC1=CC=C(C=C1)CN1CCNCC1 2-(4-Methylpiperazin-1-yl)-4-((4-(Piperazin-1-ylmethyl)phenyl)amino)pyrimido[4,5-d]pyridazin-5(6H)-on Hydrochlorid